1-(3-chloro-2-fluorophenyl)-2,2,3,3,3-pentafluoropropan-1-ol ClC=1C(=C(C=CC1)C(C(C(F)(F)F)(F)F)O)F